methyl 2-[(1-ethylpiperidin-4-yl)[7-([2-fluoro-4-[3-(hydroxymethyl)pyrazol-1-yl]phenyl]amino)-1,6-naphthyridin-2-yl]amino]acetate C(C)N1CCC(CC1)N(CC(=O)OC)C1=NC2=CC(=NC=C2C=C1)NC1=C(C=C(C=C1)N1N=C(C=C1)CO)F